(R)-4-((1-(3-(difluoromethyl)-2-fluorophenyl)ethyl)amino)-2-methyl-6-(3-morpholinobicyclo[1.1.1]pent-1-yl)-2,6-dihydropyrido[3,4-d]pyridazine-1,7-dione FC(C=1C(=C(C=CC1)[C@@H](C)NC1=NN(C(C=2C1=CN(C(C2)=O)C21CC(C2)(C1)N1CCOCC1)=O)C)F)F